FC=1C=C2C=NN(C2=CC1C=1C=2C=NN(C2C(=CC1)OC)CC(=O)NCC(=O)NCC(=O)O)C (2-(5'-fluoro-7-methoxy-1'-methyl-1H,1'H-[4,6'-biindazol]-1-yl)acetyl)glycylglycine